FC1=C(C=C(C(=C1)C(=O)OC)OC)N1CCN(CC1)C(=O)OC(C)(C)C tert-butyl 4-(2-fluoro-5-methoxy-4-(methoxycarbonyl)-phenyl)piperazine-1-carboxylate